(pentafluorophenyloxy)tris(pyrrolidino)phosphonium hexafluorophosphate F[P-](F)(F)(F)(F)F.FC1=C(C(=C(C(=C1O[P+](N1CCCC1)(N1CCCC1)N1CCCC1)F)F)F)F